C(C)(C)(C)OC(=O)N([C@H](C(=O)OC)CC1=C(C=CC(=C1)Cl)Cl)C methyl (2S)-2-[(tert-butoxycarbonyl)(methyl)amino]-3-(2,5-dichlorophenyl)propanoate